C1(=CC=CC=C1)C1=C(C(=NN=N1)C1=C(C=CC=C1)C1=C(C=CC=2SC3=C(C21)C=CC=C3)C3=C(C(=CC=2C1=CC=CC=C1CC32)C)C)C3=CC=CC=C3 (diphenyltriazinyl)[(dimethyl-fluorenyl)dibenzothiophenyl]benzene